N-(1-((1R,2S)-2-fluorocyclopropyl)-2-oxo-1,2-dihydropyridin-3-yl)-6-isopropoxy-2-(1-methyl-2-oxabicyclo[2.1.1]hexan-4-yl)-2H-pyrazolo[3,4-b]pyridine-5-carboxamide F[C@@H]1[C@@H](C1)N1C(C(=CC=C1)NC(=O)C1=CC=2C(N=C1OC(C)C)=NN(C2)C21COC(C2)(C1)C)=O